ClC1=C(C=CC=C1F)[C@@H]1N(OCC1)C1=CC(=NC=N1)NC=1C(=CC(=C(C1)NC(C=C)=O)N1C[C@@H](CC1)N(C)C)OC N-(5-((6-((R)-3-(2-chloro-3-fluorophenyl)isoxazolidine-2-yl)pyrimidine-4-yl)amino)-2-((R)-3-(dimethylamino)pyrrolidine-1-yl)-4-methoxyphenyl)acrylamide